FC1(C[C@@H](NCC1)C1=C(CN2C(NC(C3=C2C=CN3)=O)=S)C=CC=C1)F (R)-1-(2-(4,4-Difluoropiperidin-2-yl)benzyl)-2-thioxo-1,2,3,5-tetrahydro-4H-pyrrolo[3,2-d]pyrimidin-4-one